N-(4-((2-(1,1-difluoroethyl)pyrimidin-4-yl)amino)-5-(6,7-dihydro-4H-pyrano[4,3-d]thiazol-2-yl)pyridin-2-yl)acetamide FC(C)(F)C1=NC=CC(=N1)NC1=CC(=NC=C1C=1SC2=C(N1)CCOC2)NC(C)=O